C(C1=CC=CC=C1)N(C1(COC1)CNC=1C2=C(N=C(N1)N1CCS(C3=C(C1)C=CC=C3)(=O)=O)CCN(C2)C)CC2=CC=CC=C2 4-(4-(((3-(dibenzylamino)oxetane-3-yl)methyl)amino)-6-methyl-5,6,7,8-tetrahydropyrido[4,3-d]pyrimidin-2-yl)-2,3,4,5-tetrahydrobenzo[f][1,4]thiazepine-1,1-dioxide